6-methyl-1-phenyl-5-{[5-(tetrahydro-1H-pyrrol-1-yl)pentyl]oxy}-4,5-dihydro-1H-pyrazolo[3,4-d]pyrimidin-4-one CC=1N(C(C2=C(N1)N(N=C2)C2=CC=CC=C2)=O)OCCCCCN2CCCC2